N-(5-(9'-Fluoro-3'-methyl-2'-oxo-2',3'-dihydrospiro[cyclobutane-1,1'-pyrrolo[2,3-c]quinolin]-8'-yl)-2-(2-(isopropylamino)ethoxy)pyridin-3-yl)methanesulfonamide hydrochloride Cl.FC=1C=2C3=C(C=NC2C=CC1C=1C=C(C(=NC1)OCCNC(C)C)NS(=O)(=O)C)N(C(C31CCC1)=O)C